phenyl-1,2-propanedione CC(=O)C(=O)C1C=CC=CC=1